NC(CCOCCC(N)O)O aminohydroxylpropyl ether